1-(4-(4-Chlorophenoxy)-2-(trifluoromethyl)phenyl)-2-hydroxy-2-methyl-3-(1H-1,2,4-triazol-1-yl)propan-1-one ClC1=CC=C(OC2=CC(=C(C=C2)C(C(CN2N=CN=C2)(C)O)=O)C(F)(F)F)C=C1